3'-fluoro-[1,1'-biphenyl]-4-carboxylic acid FC=1C=C(C=CC1)C1=CC=C(C=C1)C(=O)O